ClC1=CC(=CC(=N1)N1CCN(CC1)S(=O)(=O)C1=CC=C(C=C1)N1C(CC(C1)NC1CCNCC1)=O)C(F)(F)F 1-[4-[4-[6-chloro-4-(trifluoromethyl)-2-pyridinyl]piperazin-1-yl]sulfonylphenyl]-4-(4-piperidinylamino)pyrrolidin-2-one